COC(\C=C/CCCP)OC (4Z)-6,6-dimethoxy-4-hexenylphosphine